(E)-4-(3-(2-(3,7-dimethylocta-2,6-dien-1-yl)-3-methoxy-5-pentylphenoxy)-3-oxopropyl)morpholin-4-ium (Z)-3-carboxyacrylate C(=O)(O)\C=C/C(=O)[O-].C\C(=C/CC1=C(OC(CC[NH+]2CCOCC2)=O)C=C(C=C1OC)CCCCC)\CCC=C(C)C